C(C)(=O)[O-].C(C)#N.[NH4+] ammonium acetonitrile acetate